3-(4-(3-(trifluoromethyl)-3H-diazin-3-yl)phenyl)propanoic acid FC(C1(NN=CC=C1)C1=CC=C(C=C1)CCC(=O)O)(F)F